perfluorononyl-ethyl-benzene FC=1C(=C(C(=C(C1F)F)F)C(C(F)(F)F)(F)F)C(C(C(C(C(C(C(C(C(F)(F)F)(F)F)(F)F)(F)F)(F)F)(F)F)(F)F)(F)F)(F)F